CS(=O)(=O)OCC1CCN(CC1)S(=O)(=O)C (1-(methylsulfonyl)-piperidin-4-yl)methyl methanesulfonate